3-[5-(1-methyl-1H-pyrazol-4-yl)-pyridin-3-yl]-3-[4-(7H-pyrrolo[2,3-d]pyrimidin-4-yl)-1H-pyrazol-1-yl]-propanenitrile trifluoroacetate FC(C(=O)O)(F)F.CN1N=CC(=C1)C=1C=C(C=NC1)C(CC#N)N1N=CC(=C1)C=1C2=C(N=CN1)NC=C2